FC1=C(C(=O)Cl)C=CC(=C1)N1N=NC=2C1=NC(=CC2)C 2-fluoro-4-(5-methyl-3H-[1,2,3]triazolo[4,5-b]pyridin-3-yl)benzoyl chloride